FC(C(=O)O)(F)F.FC(F)(F)N1N=CC=CC1=O (trifluoromethyl)pyridazin-3(2H)-one 2,2,2-trifluoroacetate